N-((3R,5R)-5-cyano-1-(7-(8-ethynyl-3-hydroxynaphthalen-1-yl)-8-fluoro-2-((tetrahydro-1H-pyrrolizin-7a(5H)-yl)methoxy)pyrido[4,3-d]pyrimidin-4-yl)-5-methylazepan-3-yl)acrylamide C(#N)[C@]1(C[C@H](CN(CC1)C=1C2=C(N=C(N1)OCC13CCCN3CCC1)C(=C(N=C2)C2=CC(=CC1=CC=CC(=C21)C#C)O)F)NC(C=C)=O)C